2,6-dichloro-N-(4-chlorophenyl)-pyrimidin-4-amine ClC1=NC(=CC(=N1)NC1=CC=C(C=C1)Cl)Cl